(R)-1-((7-cyano-2-(3'-(3-(2-((R)-3-hydroxypyrrolidin-1-yl)ethyl)-1,7-naphthyridin-8-ylamino)-2,2'-dimethylbiphenyl-3-yl)benzo[d]oxazol-5-yl)methyl)pyrrolidine-3-carboxylic acid C(#N)C1=CC(=CC=2N=C(OC21)C=2C(=C(C=CC2)C2=C(C(=CC=C2)NC=2N=CC=C1C=C(C=NC21)CCN2C[C@@H](CC2)O)C)C)CN2C[C@@H](CC2)C(=O)O